[3-methyl-5-(1-piperidylsulfonyl)indol-1-yl]-N-[2-methyl-5-(3-pyrrolidin-1-ylpropyl)phenyl]propanamide CC1=CN(C2=CC=C(C=C12)S(=O)(=O)N1CCCCC1)C(C(=O)NC1=C(C=CC(=C1)CCCN1CCCC1)C)C